FC1=CC(=C(C=C1)C=1C=NC=2N(N1)C=C(N2)COC2=NC=C(C=C2)F)C 2-(4-fluoro-2-methyl-phenyl)-6-[(5-fluoro-2-pyridyl)oxymethyl]imidazo[1,2-b][1,2,4]triazine